C(C1=CC=C(C=C1)OC)(=O)O.C(C1=CC=C(C=C1)OC)(=O)O.OCCOC(C1=CC=C(C(=O)OCCO)C=C1)=O terephthalic acid bis(2-hydroxyethyl)ester dianisate